C(N)(OCC(C)C)=O carbamic acid, isobutyl ester